[Mo].[U] uranium-molybdenum